C1(=CC=CC=C1)P(=O)(C1=CC=CC=C1)C1=C2C=CC=CC2=C2C=CC3=C4C=CC=CC4=CC=C3C2=C1 5-(diphenylphosphoryl)picene